OC(C)(C)C1=CC=C(C=C1)C1=CC=C(C=C1)C=1NC(C2=C(N1)CCSC2)=O 2-(4'-(2-hydroxypropan-2-yl)-[1,1'-biphenyl]-4-yl)-3,5,7,8-tetrahydro-4H-thiopyrano[4,3-d]pyrimidin-4-one